9-(3-bromophenyl)-10-phenylanthracene BrC=1C=C(C=CC1)C=1C2=CC=CC=C2C(=C2C=CC=CC12)C1=CC=CC=C1